2-[2-(4-chloro-phenyl)-5,6-difluoro-benzimidazol-1-yl]-N-cyclohexyl-2-(tetrahydro-pyran-4-yl)-acetamide ClC1=CC=C(C=C1)C1=NC2=C(N1C(C(=O)NC1CCCCC1)C1CCOCC1)C=C(C(=C2)F)F